BrC=1C2=CC=CC3=CC=C4C=CC=C(C1)C4=C32 4-bromopyrene